1-(1-acryloylpyrrolidin-3-yl)-7-chloro-4-(2-isopropyl-4-methylpyridin-3-yl)-6-(5-methyl-1H-indazol-4-yl)-1,4-dihydropyrido[2,3-b]pyrazine-2,3-dione C(C=C)(=O)N1CC(CC1)N1C2=C(N(C(C1=O)=O)C=1C(=NC=CC1C)C(C)C)N=C(C(=C2)Cl)C2=C1C=NNC1=CC=C2C